FC(N1C(N(N=C1C)C1=C(C=C(C(=C1)F)[N+](=O)[O-])F)=O)F 4-difluoromethyl-2-(2,5-difluoro-4-nitrophenyl)-5-methyl-1,2,4-triazol-3-one